(2-PYRROLIDINYLIDENEAMINO)ACETIC ACID N1C(CCC1)=NCC(=O)O